FC1(CC1)C(=O)N[C@H]1N(CCC1(C)C)N1CCC(C1)O ((2S,4r)-2-(1-fluorocyclopropan-1-carboxamido)-3,3-dimethylpyrrolidinyl)4-hydroxypyrrolidine